mono-4-methylbenzenesulfonic acid CC1=CC=C(C=C1)S(=O)(=O)O